(Z)-5-((6-chloro-7-methoxy-1H-indol-3-yl)methylene)-3-(3,4-difluorobenzyl)imidazolidine-2,4-dione ClC1=CC=C2C(=CNC2=C1OC)\C=C/1\C(N(C(N1)=O)CC1=CC(=C(C=C1)F)F)=O